C1(CC1)N1N=CC(=C1)C1=NNC2=C1N=C(N=C2)N2C1C(N(CC2CC1)C)=O 8-(3-(1-Cyclopropyl-1H-pyrazol-4-yl)-1H-pyrazolo[4,3-d]pyrimidin-5-yl)-3-methyl-3,8-diazabicyclo[3.2.1]octan-2-one